(S)-6-(2,6-difluoro-4-(7-((1-methoxypropan-2-yl)oxy)-2-methyl-2H-indazol-4-yl)benzyl)-6,7-dihydro-5H-pyrrolo[3,4-b]pyridin-5-one-7,7-d2 FC1=C(CN2C(C3=NC=CC=C3C2=O)([2H])[2H])C(=CC(=C1)C=1C2=CN(N=C2C(=CC1)O[C@H](COC)C)C)F